BrCCCC[C@@H](Cl)B1O[C@@]2([C@H](O1)C[C@H]1C([C@@H]2C1)(C)C)C (3aS,4S,6S,7aR)-2-((S)-5-bromo-1-chloropentyl)-3a,5,5-trimethylhexahydro-4,6-methanobenzo[d][1,3,2]dioxaborole